OC(CN1CCC(CC1)NC1=C2C=C(N(C2=CC=C1)CC(F)(F)F)C#CCNC1=C(C=C(C(=O)OC)C=C1)OC)CO methyl 4-((3-(4-((1-(2,3-dihydroxypropyl)piperidin-4-yl)amino)-1-(2,2,2-trifluoroethyl)-1H-indol-2-yl)prop-2-yn-1-yl)amino)-3-methoxybenzoate